C(CC)OC(CC1=CC=CC=C1)=O Phenylacetic acid n-propyl ester